5-(2-chlorobenzoyl)amino-3-(1-azabicyclo[5.4.0]undec-3-en-4-yl)-benzothiophene ClC1=C(C(=O)NC=2C=CC3=C(C(=CS3)C3=CCN4CCCCC4CC3)C2)C=CC=C1